5-(1H-imidazol-1-yl)-2-(6-(methyl(piperidin-4-yl)amino)-1,2,4-triazin-3-yl)phenol N1(C=NC=C1)C=1C=CC(=C(C1)O)C=1N=NC(=CN1)N(C1CCNCC1)C